ClC1=C(N(N=C1C(F)(F)F)C1=CC(=CC=C1)C(N(C)C1=CC2=C(OC(O2)(F)F)C=C1)=O)COC1=CC=CN=N1 6-[[4-Chloro-2-[3-[(2,2-difluoro-1,3-benzodioxol-5-yl)-methylcarbamoyl]phenyl]-5-(trifluoromethyl)pyrazol-3-yl]methoxy]pyridazin